ClC[SiH2]COC Chloromethyl-methoxymethylsilane